antimony-arsenic sulphide [As]=S.[Sb]